20-benzyl-5-(2,6-dimethylphenyl)-2-oxa-9λ6-thia-6,8,16,20,24-pentaazapentacyclo[14.5.1.13,7.110,14.01,18]tetracosa-3(24),4,6,10,12,14(23)-hexaene-9,9,15-trione C(C1=CC=CC=C1)N1CC2CN3C(C=4C=CC=C(S(NC5=NC(=CC(OC2(C1)C3)=N5)C5=C(C=CC=C5C)C)(=O)=O)C4)=O